2-methyl-2-morpholinyl-1-(4-methylsulfanylphenyl)propan-1-one CC(C(=O)C1=CC=C(C=C1)SC)(C)N1CCOCC1